OC(CCC(C)C)[C@@H](C)[C@H]1CC[C@H]2[C@@H]3CCC4CCCC[C@]4(C)[C@H]3CC[C@]12C 22-hydroxycholestane